BrC1C[C@H](O[C@H](C1)C)C (2R,4s,6S)-4-bromo-2,6-dimethyltetrahydro-2H-pyran